(R)-6,7-difluoro-4-(1-(methylamino)ethyl)isoquinolin-1(2H)-one hydrochloride salt Cl.FC=1C=C2C(=CNC(C2=CC1F)=O)[C@@H](C)NC